2,9-dimethyl-3-(1,2,3,4-tetrahydronaphthalen-1-yl)-4H,6H-thieno[2,3-e][1,2,4]triazolo[3,4-c][1,4]oxazepine CC1=C(C2=C(N3C(COC2)=NN=C3C)S1)C1CCCC3=CC=CC=C13